N-(1,3-benzothiazol-5-yl)-2-(1-ethyl-2-methyl-3-piperidinyl)-5-fluoro-thieno[2,3-b]pyridin-4-amine S1C=NC2=C1C=CC(=C2)NC=2C1=C(N=CC2F)SC(=C1)C1C(N(CCC1)CC)C